methyl cis-3-((methylsulfonyl)amino)-2-(((1-(pyridin-2-yl)piperidin-4-yl)oxy)methyl)piperidine-1-carboxylate CS(=O)(=O)N[C@@H]1[C@@H](N(CCC1)C(=O)OC)COC1CCN(CC1)C1=NC=CC=C1